ClC=1C=NC=C(C1)CN1C[C@H](CC1)N(C)C 3-chloro-5-{[(3S)-3-(dimethylamino)pyrrolidin-1-yl]methyl}pyridin